N1=C(C=NC=C1)C(=O)N[C@@H](CC1=CC=CC=C1)C(=O)O N-pyrazinecarbonyl-L-phenylalanine